1-(7-(bis(4H-benzo[d][1,3]dioxin-6-yl)methyl)-2,7-diazaspiro[4.4]nonane-2-carbonyl)-1H-1,2,4-triazole-3-carbonitrile O1COCC2=C1C=CC(=C2)C(N2CC1(CCN(C1)C(=O)N1N=C(N=C1)C#N)CC2)C2=CC1=C(OCOC1)C=C2